ClC1=C(C(=O)NC=2C=NC(=C(C2)Cl)N2N=C(C(=N2)C#N)C#N)C=C(C(=C1)C1=C(C=NC=C1)C#C)F 2-chloro-N-(5-chloro-6-(4,5-dicyano-2H-1,2,3-triazol-2-yl)pyridin-3-yl)-4-(3-ethynylpyridin-4-yl)-5-fluorobenzamide